[N+](=O)(O)[O-].N1C=NC=C1 Imidazole nitrate